(R)-6-((1-ethylpiperidin-3-yl)amino)-3-(4-ethynyl-2-hydroxyphenyl)-4-methyl-1,2,4-triazin-5(4H)-one C(C)N1C[C@@H](CCC1)NC=1C(N(C(=NN1)C1=C(C=C(C=C1)C#C)O)C)=O